N-(4-(3-amino-2,6-dimethylpyridin-4-ylamino)phenethyl)acetamide NC=1C(=NC(=CC1NC1=CC=C(CCNC(C)=O)C=C1)C)C